Cl.Cl.C1=CC=CC=C1N 6-benzeneamine dihydrochloride